2-(3,4-dimethoxyphenyl)imidazo[1,2-a]pyrimidine COC=1C=C(C=CC1OC)C=1N=C2N(C=CC=N2)C1